sodium butylphosphonate C(CCC)P([O-])([O-])=O.[Na+].[Na+]